2-[1-[3-(4-Fluorophenyl)prop-2-ynyl]pyrazol-4-yl]-5-propyl-3H-imidazo[2,1-b]purin-4-on FC1=CC=C(C=C1)C#CCN1N=CC(=C1)C1=NC=2N3C(N(C(C2N1)=O)CCC)=NC=C3